Cl.Cl.N12CC(C(CC1)CC2)NCC2=CC=C(C=C2)F (1-Aza-bicyclo[2.2.2]oct-3-yl)-(4-fluoro-benzyl)-amine dihydrochloride